[Cl-].C(=O)(O)C1=C(C=CC(=C1)NC(NCCC[Si](OC)(OC)OC)=S)C=1C2=CC=C(C=C2[O+]=C2C=C(C=CC12)N(CC)CC)N(CC)CC 9-[2-carboxy-4-[[thioxo[[3-(trimethoxysilyl)propyl]amino]methyl]amino]phenyl]-3,6-bis(diethylamino)xanthylium chloride